FC(COC1CN(C1)[C@H]1[C@@H](CCCC1)OC=1C=C2CN(C(C2=CC1)=O)C1C(NC(CC1)=O)=O)F 3-(5-(((1R,2R)-2-(3-(2,2-difluoroethoxy)azetidin-1-yl)cyclohexyl)oxy)-1-oxoisoindolin-2-yl)piperidine-2,6-dione